NC=1C2=C(N=CN1)N(C=C2C2=C(C=C(C=C2)C2OCCN1C2=C(C(N1C1=CC=CC=C1)=O)C(=O)N)F)C1CCC(CC1)O (4-(4-amino-7-((1R,4R)-4-hydroxycyclohexyl)-7H-pyrrolo[2,3-d]pyrimidin-5-yl)-3-fluorophenyl)-2-oxo-1-phenyl-2,4,6,7-tetrahydro-1H-pyrazolo[5,1-c][1,4]oxazine-3-carboxamide